Methyl-2-[acetyl(2-fluorobenzyl)amino]-4,7-dihydro-5H-spiro[1-benzothiophene-6,2'-[1,3]dioxolane] CC1OC2(OC1)CC1=C(C=C(S1)N(CC1=C(C=CC=C1)F)C(C)=O)CC2